1,4-bis[2-(4-aminophenyl)-2-propyl]benzene methyl-4-fluoro-5,6-dimethyl-1-(p-tolylsulfonyl)pyrrolo[2,3-b]pyridine-2-carboxylate COC(=O)C1=CC=2C(=NC(=C(C2F)C)C)N1S(=O)(=O)C1=CC=C(C=C1)C.NC1=CC=C(C=C1)C(C)(C)C1=CC=C(C=C1)C(C)(C)C1=CC=C(C=C1)N